C(C1=CC=CC=C1)OC=1C=C2CCC(C(C2=CC1)C1=CC=C(C=C1)O)C1=CC=CC=C1 4-(6-benzyloxy-2-phenyl-tetrahydronaphthalen-1-yl)phenol